N-((1S)-2-(6-fluoro-2,3-dimethylphenyl)-1-(5-oxo-4,5-dihydro-1,3,4-oxadi-azol-2-yl)propyl)piperidine-1-sulfonamide FC1=CC=C(C(=C1C([C@@H](C=1OC(NN1)=O)NS(=O)(=O)N1CCCCC1)C)C)C